(S)-2-(1,3-dimethyl-2,6-dioxo-1,2,3,6-tetrahydro-7H-purin-7-yl)-N-(4-(2-(piperidin-1-yl)pyrimidin-5-yl)thiazol-2-yl)propanamide CN1C(N(C=2N=CN(C2C1=O)[C@H](C(=O)NC=1SC=C(N1)C=1C=NC(=NC1)N1CCCCC1)C)C)=O